2-isopropyl-5-pyridin-2-yl-2H-pyrazole-3-carboxylic acid ethyl ester C(C)OC(=O)C=1N(N=C(C1)C1=NC=CC=C1)C(C)C